8-fluoro-3-(1-((2-(trimethylsilyl)ethoxy)methyl)-1H-imidazol-4-yl)indolo[2,1-b]quinazoline-6,12-dione FC=1C=C2C(C3=NC4=CC(=CC=C4C(N3C2=CC1)=O)C=1N=CN(C1)COCC[Si](C)(C)C)=O